CC1=CC(=C(C(=C1)C(C)(C)C)O)CC1=C(C(=CC(=C1)C)C(C)(C)C)O 4,4'-dimethyl-6,6'-di(tert-butyl)[2,2'-methylenebis(phenol)]